FC1(CC(CCC1)N(C1=C(C=CC=C1)F)C(CC1(CCN(CC1)CC1=C(C=C(C=C1)CC)F)C(=O)O)=O)F 4-[2-(N-(3,3-difluorocyclohexyl)-2-fluoro-anilino)-2-oxo-ethyl]-1-[(4-ethyl-2-fluoro-phenyl)methyl]piperidine-4-carboxylic acid